3-(4-diethylamino-2-methylphenyl)-3-(1-ethyl-2-methyl-1H-indole-3-yl)-4-azaphthalide C(C)N(C1=CC(=C(C=C1)C1(OC(=O)C2=CC=CN=C12)C1=C(N(C2=CC=CC=C12)CC)C)C)CC